COC(=O)[C@@]1(C[C@@H](CC1)C(NCC1=NC=CN=C1Cl)=O)C (1S,3R)-methyl-3-(((3-chloro pyrazin-2-yl)methyl)carbamoyl)-1-methylcyclopentanecarboxylate